N-[(1R,2R*)-5-[2-(2-aminopyridin-3-yl)-5-(pyrazol-1-yl)imidazo[4,5-b]pyridin-3-yl]-2-fluoro-2,3-dihydro-1H-inden-1-yl]-3-formyl-4-hydroxybenzamide NC1=NC=CC=C1C1=NC=2C(=NC(=CC2)N2N=CC=C2)N1C=1C=C2C[C@H]([C@@H](C2=CC1)NC(C1=CC(=C(C=C1)O)C=O)=O)F |o1:25|